Cl.C(C)OC[C@@]1(CN(CC1)C(C)(C)C=1C=NC(=CC1)C)CCC=1C=CC(NC1)=O (S)-5-(2-(3-(ethoxymethyl)-1-(2-(6-methylpyridin-3-yl)propan-2-yl)pyrrolidin-3-yl)ethyl)pyridin-2(1H)-one HCl